C(C)(C)(C)OC(=O)NC=1SC(=C(N1)C(=O)OC)CCCO[Si](C)(C)C(C)(C)C methyl 2-((tert-butoxycarbonyl)amino)-5-(3-((tert-butyldimethylsilyl)oxy)propyl)thiazole-4-carboxylate